C(C)(=O)N1CCC2(CC(C(N2)=O)CC(C(=O)OC)NC([C@H](CC(C)C)NC(=O)OC2CCC(CC2)CCC)=O)CC1 Methyl 3-(8-acetyl-2-oxo-1,8-diazaspiro[4.5]decan-3-yl)-2-((S)-4-methyl-2-((((4-propylcyclohexyl)oxy)carbonyl)amino) pentanamido)propanoate